CC=1N=C2N(C=C(N=C2)C(=O)OCC)C1 ethyl 2-methylimidazo[1,2-a]pyrazine-6-carboxylate